C(C)OC(CC(=O)C1CN(C1)C1=C(C=C2C(C(=CN(C2=N1)C1=NC=NS1)C(=O)O)=O)F)=O 7-[3-(3-ethoxy-3-oxopropionyl)azetidin-1-yl]-6-fluoro-4-oxo-1-(1,2,4-thiadiazol-5-yl)-1,4-dihydro-1,8-naphthyridine-3-carboxylic acid